COC=1SC2=C(N1)C=CC(=C2)N methoxybenzo[d]thiazol-6-amine